(1S,3R)-3-[8-(methoxycarbonyl)-3-[(2R)-1-phenylpropan-2-yl]-3H,6H,7H,8H,9H-imidazo[4,5-h]isoquinolin-2-yl]cyclohexane-1-carboxylic acid COC(=O)N1CC=2C3=C(C=CC2CC1)N(C(=N3)[C@H]3C[C@H](CCC3)C(=O)O)[C@@H](CC3=CC=CC=C3)C